4,4'-methylene-bis(2,3-dichloroaniline) C(C1=C(C(=C(N)C=C1)Cl)Cl)C1=C(C(=C(N)C=C1)Cl)Cl